Methyl (E)-3-(4-methoxy-3-methylphenyl)acrylate COC1=C(C=C(C=C1)/C=C/C(=O)OC)C